C1(=CC=CC=C1)C(CC=1C=NC=C(C1)F)C1=CC=CC=C1 3-(2,2-diphenylethyl)-5-fluoropyridine